OCCCCC#CC1=C2CN(C(C2=CC=C1)=C=O)C1C(NC(CC1)=O)=O 3-(4-(6-Hydroxyhex-1-yn-1-yl)-1-carbonylisoindolin-2-yl)piperidine-2,6-dione